4-[[3-(3,5-dichloroanilino)-2-methoxy-3-oxo-propionyl]amino]butanoic acid ClC=1C=C(NC(C(C(=O)NCCCC(=O)O)OC)=O)C=C(C1)Cl